Cl.C(C)N([C@@H](CCCNC(N)=N)C(=O)O)CCCCCCCCCCCC ethyllaurylarginine hydrochloride